(S)-1-(3-(2-hydroxyethylsulfonyl)phenoxy)-3-((S)-8-(naphthalen-2-ylsulfonyl)-1-oxa-8-azaspiro[4.5]decan-3-ylamino)propan-2-ol OCCS(=O)(=O)C=1C=C(OC[C@H](CN[C@@H]2COC3(C2)CCN(CC3)S(=O)(=O)C3=CC2=CC=CC=C2C=C3)O)C=CC1